1-(4-bromopyridin-2-yl)-4-methylpiperazin-2-one BrC1=CC(=NC=C1)N1C(CN(CC1)C)=O